C(#N)C1=CC=C(C=C1)C1=NOC(=N1)N1CCC(CC1)C(=O)NCC1CN(CC1)CC1=NC=C(C=C1)C 1-(3-(4-Cyanophenyl)-1,2,4-oxadiazol-5-yl)-N-((1-((5-Methylpyridin-2-yl)methyl)pyrrolidin-3-yl)methyl)piperidin-4-carboxamid